1-cyclohexene-1-carboxylic acid trifluoroacetate FC(C(=O)O)(F)F.C1(=CCCCC1)C(=O)O